ICCCC#CCCCCCC(OCCCCC)OCCCCC 11-iodo-1,1-dipentyloxy-7-undecayne